(6S,7S)-6-((2-fluoro-[1,1'-biphenyl]-3-yl)methyl)-N-((1-fluorocyclopropyl)methyl)-7-(methylsulfonylamino)-5-azaspiro[2.4]heptane-5-carboxamide FC1=C(C=CC=C1C[C@@H]1N(CC2(CC2)[C@@H]1NS(=O)(=O)C)C(=O)NCC1(CC1)F)C1=CC=CC=C1